FC=1C(=C(C=CC1F)[C@H]1[C@@H](O[C@]([C@H]1C)(C(F)(F)F)C)C(=O)O)OC (2R,3S,4S,5R)-3-(3,4-difluoro-2-methoxy-phenyl)-4,5-dimethyl-5-(trifluoromethyl)tetrahydrofuran-2-carboxylic acid